FC1(CCC(CC1)C1=NC(=C2N1CCN(C2)C(=O)NC)C=2C(=CC=C1C=C(N=CC21)C2=CN=C(S2)C)F)F 3-(4,4-difluorocyclohexyl)-1-(7-fluoro-3-(2-methylthiazol-5-yl)isoquinolin-8-yl)-N-methyl-5,6-dihydroimidazo[1,5-a]pyrazine-7(8H)-carboxamide